C=1N=CN2C1C(=CC=C2)C(=O)N2C[C@H]([C@@H](CC2)C2=CC=CC=C2)NC(C)=O N-((3S,4S)-1-(imidazo[1,5-a]pyridine-8-carbonyl)-4-phenylpiperidin-3-yl)acetamide